N(=[N+]=[N-])CC1=CC=C(C[C@H](N)C(=O)O)C=C1 PARA-AZIDOMETHYLPHENYLALANINE